7-Chloro-1-[3-(2-hydroxyethyl)phenyl]-1,3-dihydroquinazoline-2,4-dione ClC1=CC=C2C(NC(N(C2=C1)C1=CC(=CC=C1)CCO)=O)=O